(Z)-2-(5-chloro-2,3,4-trifluorobenzoyl)-3-ethoxyacrylic acid ethyl ester C(C)OC(\C(=C/OCC)\C(C1=C(C(=C(C(=C1)Cl)F)F)F)=O)=O